2-(6-(((1R,2S,3S,5R)-2-fluoro-8-methyl-8-azabicyclo[3.2.1]oct-6-en-3-yl)(methyl)amino)pyridazin-3-yl)-5-(4H-1,2,4-triazol-4-yl)phenol F[C@@H]1[C@H]2C=C[C@@H](C[C@@H]1N(C1=CC=C(N=N1)C1=C(C=C(C=C1)N1C=NN=C1)O)C)N2C